COC=1C=2C(N=C(C1)C1=CC=C3C=CN=NC3=C1)=CN(N2)C 7-(7-methoxy-2-methyl-2H-pyrazolo[4,3-b]pyridin-5-yl)cinnolin